1-(9Z-octadecenoyl)-2-(4Z,7Z,10Z,13Z,16Z,19Z-docosahexaenoyl)-sn-glycero-3-phosphoserine CCCCCCCC/C=C\CCCCCCCC(=O)OC[C@H](COP(=O)(O)OC[C@@H](C(=O)O)N)OC(=O)CC/C=C\C/C=C\C/C=C\C/C=C\C/C=C\C/C=C\CC